ClC=1C(=NC=CC1)N1N=C(C=C1C1=NC2=C(C(O1)=O)C1=C(C=C2C)OC(O1)(F)F)C(F)(F)F 7-[2-(3-chloro-2-pyridyl)-5-(trifluoromethyl)pyrazol-3-yl]-2,2-difluoro-5-methyl-[1,3]dioxolo[4,5-f][3,1]benzoxazin-9-one